FCCC(C(=O)[O-])(C)C 4-Fluoro-2,2-dimethyl-butyrate